(4aS,7aS)-octahydro-6H-pyrrolo[3,4-b]pyridine N1[C@H]2[C@@H](CCC1)CNC2